C1(CCCCCC1)C[Si](OC)(OC)CC1CC1 (cycloheptyl)methyl-(cyclopropyl)methyl-dimethoxysilane